C(#N)C1=CC(=C(C=C1)[C@@H]1OC2=C(C=CC=C2C=C1)C1CCN(CC1)C(=O)OC(C)(C)C)F Tert-butyl (R)-4-(2-(4-cyano-2-fluorophenyl)-2H-chromen-8-yl)piperidine-1-carboxylate